sodium (4-amino-3-methoxyphenyl)methanesulfonate NC1=C(C=C(C=C1)CS(=O)(=O)[O-])OC.[Na+]